C(C)(C)N1N=CC(=C1C(F)(F)F)C(=O)N1CC2=C(C=C(C=C2CC1)C=1C=C2C(=NC1)NC=C2C)[C@H]2N(CCC2)C(=O)OC(C)(C)C tert-butyl (S)-2-[2-[1-isopropyl-5-(trifluoromethyl)-1H-pyrazole-4-carbonyl]-6-(3-methyl-1H-pyrrolo[2,3-b]pyridin-5-yl)-1,2,3,4-tetrahydroisoquinolin-8-yl]pyrrolidine-1-carboxylate